(5S,7S)-5-(3,5-difluorophenyl)-2-(3-fluorobicyclo[1.1.1]pentan-1-yl)-7-hydroxy-2,5,6,7-tetrahydro-3H-pyrrolo[2,1-c][1,2,4]triazol-3-one FC=1C=C(C=C(C1)F)[C@@H]1C[C@@H](C2=NN(C(N21)=O)C21CC(C2)(C1)F)O